5-chloro-6-(difluoromethoxy)-1,3-dihydro-2H-inden-2-one ClC=1C=C2CC(CC2=CC1OC(F)F)=O